3-cyclopropyl-6-((3-(2,3-dichloro-6-fluorophenyl)pyrrolidin-3-yl)amino)-8-fluoroquinazolin-4(3H)-one hydrochloride Cl.C1(CC1)N1C=NC2=C(C=C(C=C2C1=O)NC1(CNCC1)C1=C(C(=CC=C1F)Cl)Cl)F